IC1=NC(=NC(=C1)N)N 4-iodo-2,6-diaminopyrimidine